2-[1-[2-(Benzotriazol-1-yl)-6-methyl-4-oxo-chromen-8-yl]ethylamino]benzoic acid N1(N=NC2=C1C=CC=C2)C=2OC1=C(C=C(C=C1C(C2)=O)C)C(C)NC2=C(C(=O)O)C=CC=C2